2-(4-bromopyridin-3-yl)acetic acid BrC1=C(C=NC=C1)CC(=O)O